ClC1=NC=C(C(=C1)N1CCC2(CCN(C2)C(=O)OC(C)(C)C)CC1)C=1C=NN(C1)C1CCOCC1 tert-butyl 8-[2-chloro-5-(1-tetrahydropyran-4-ylpyrazol-4-yl)-4-pyridyl]-2,8-diazaspiro[4.5]decan-2-carboxylate